C(CCCCCCC)N1C2=CC=CC=C2C=2C=CC(=CC12)C1(CC=C(C=C1)N)NC1=CC=CC=C1 1-(9-octyl-9H-carbazol-2-yl)-N1-phenylbenzene-1,4-diamine